D-β-hydroxyphenylserine OC([C@H](NC1=CC=CC=C1)C(=O)O)O